The molecule is a double-stranded DNA polynucleotide consisting of a strand of deoxyguanosine residues with a complementary strand of deoxycytidine residues, all residues in each strand being connected by 3'->5' phosphodiester linkages. It contains a poly(deoxyguanylic acid) and a poly(deoxycytidylic acid). C1[C@@H]([C@H](O[C@H]1N2C=CC(=NC2=O)N)COP(=O)(O)O[C@H]3C[C@@H](O[C@@H]3COP(=O)(O)O[C@H]4C[C@@H](O[C@@H]4COP(=O)(O)O)N5C=CC(=NC5=O)N)N6C=CC(=NC6=O)N)O.C1[C@@H]([C@H](O[C@H]1N2C=NC3=C2N=C(NC3=O)N)COP(=O)(O)O[C@H]4C[C@@H](O[C@@H]4COP(=O)(O)O[C@H]5C[C@@H](O[C@@H]5COP(=O)(O)O)N6C=NC7=C6N=C(NC7=O)N)N8C=NC9=C8N=C(NC9=O)N)O